ClC1=C(C=C2C=C(N=CC2=C1)NC(=O)[C@H]1[C@@H](C1)OCC)C1CCN(CC1)[C@]1(COC[C@H]1O)C (1R,2R)-N-(7-chloro-6-(1-((3S,4S)-4-hydroxy-3-methyltetrahydrofuran-3-yl)piperidin-4-yl)isoquinolin-3-yl)-2-ethoxycyclopropane-1-carboxamide